(2R,4R)-6-chloro-4-hydroxy-N-[(1R,4R)-4-{4-[(3R)-3-(trifluoromethoxy)pyrrolidin-1-yl]-1H-pyrazol-1-yl}cyclohexyl]-3,4-dihydro-2H-1-benzopyran-2-carboxamide ClC=1C=CC2=C([C@@H](C[C@@H](O2)C(=O)NC2CCC(CC2)N2N=CC(=C2)N2C[C@@H](CC2)OC(F)(F)F)O)C1